C1(CC1)NC(C1=CC(=CC=C1)N1C2(OC3=C(C(NC1=O)C2)C=CC=C3)C)=O N-cyclopropyl-3-(2-methyl-4-oxo-5,6-dihydro-2H-2,6-methanobenzo[g][1,3,5]oxadiazocin-3(4H)-yl)benzamide